dihydrothiophene-3(2H)-one S1CC(CC1)=O